(S)-3-(4-fluoro-2',4',5,6'-tetramethyl-[1,1'-biphenyl]-3-yl)-3-((S)-2-(5-(2-(3-fluoro-3-methylazetidin-1-yl)ethyl)-4-methyl-2-oxopyrimidin-1(2H)-yl)-4-methylpentanamido)propanoic acid FC1=C(C=C(C=C1C)C1=C(C=C(C=C1C)C)C)[C@H](CC(=O)O)NC([C@H](CC(C)C)N1C(N=C(C(=C1)CCN1CC(C1)(C)F)C)=O)=O